FC=1C=C(C=CC1F)[C@@H]1[C@H](O[C@@]([C@@H]1C)(C(F)(F)F)C)C(=O)NC1=CC(=NC=C1)C(=O)N (2S,3R,4R,5S)-4-[[3-(3,4-Difluorophenyl)-4,5-dimethyl-5-(trifluoromethyl)tetrahydrofuran-2-carbonyl]amino]pyridin-2-carboxamid